CN(C(=O)[C@@H]1C[C@@H](CN1)SC1=C(N2C([C@@H]([C@H]2[C@H]1C)[C@@H](C)NC(=S)OC)=O)C(=O)O)C (4R,5S,6R)-3-((3S,5S)-5-(Dimethylcarbamoyl)pyrrolidin-3-ylthio)-6-((R)-1-(methoxycarbonothioylamino)ethyl)-4-methyl-7-oxo-1-azabicyclo[3.2.0]hept-2-ene-2-carboxylic acid